5-chloro-3-(4,4-difluorocyclohex-1-en-1-yl)-1-methyl-1H-pyrazolo[4,3-d]pyrimidine ClC=1N=CC2=C(N1)C(=NN2C)C2=CCC(CC2)(F)F